S(N)(OC[C@@H]1OC(O[C@H]1C1=C(C=CC=C1Cl)Cl)C)(=O)=O ((4S,5S)-5-(2,6-dichlorophenyl)-2-methyl-1,3-dioxolan-4-yl)methyl sulfamate